oleic acid-13C18 tert-butyl-4-[7-isopropoxy-6-(phenylcarbamoyl)imidazo[1,2-a]pyridin-2-yl]piperidine-1-carboxylate C(C)(C)(C)OC(=O)N1CCC(CC1)C=1N=C2N(C=C(C(=C2)OC(C)C)C(NC2=CC=CC=C2)=O)C1.[13C]([13CH2][13CH2][13CH2][13CH2][13CH2][13CH2][13CH2]\[13CH]=[13CH]/[13CH2][13CH2][13CH2][13CH2][13CH2][13CH2][13CH2][13CH3])(=O)O